2-(di-methylamino)ethyl methacrylate C(C(=C)C)(=O)OCCN(C)C